N1=CNC2=NC=CC(=C21)C=2C=NN(C2)C2=CC=C(C=N2)C(CCC(F)(F)F)O (6-(4-(3H-imidazo[4,5-b]pyridin-7-yl)-1H-pyrazol-1-yl)pyridin-3-yl)-4,4,4-trifluorobutan-1-ol